1-methyl-6-(propylamino)pyrimidine-2,4(1H,3H)-dione CN1C(NC(C=C1NCCC)=O)=O